C(C1=CC=CC=C1)OC(=O)N(CC(=O)OCC)CC\C=C\C1=NC(=C(N=C1)Cl)CNC(=O)[C@H]1C[C@@H](CC1)NC(=O)OC(C)(C)C Ethyl 2-[benzyloxycarbonyl-[(E)-4-[6-[[[(1R,3R)-3-(tert-butoxycarbonylamino)cyclopentanecarbonyl]-amino]methyl]-5-chloro-pyrazin-2-yl]but-3-enyl]amino]acetate